4-((1S,3S,4S)-3-hydroxy-4-methylcyclohexylamino)-2-((1r,4S)-4-methoxy-cyclohexylamino)pyrimidine-5-carboxamide O[C@H]1C[C@H](CC[C@@H]1C)NC1=NC(=NC=C1C(=O)N)NC1CCC(CC1)OC